ethyl 5-[tert-butoxycarbonyl(methyl)amino]-4,5,6,7-tetrahydro-2-benzothiophene-1-carboxylate C(C)(C)(C)OC(=O)N(C1CC=2C(=C(SC2)C(=O)OCC)CC1)C